methyl (2E)-2-methoxyimino-2-[2-[[(E)-1-[3-(trifluoromethyl)phenyl]ethylideneamino]oxymethyl]phenyl]acetate CO\N=C(\C(=O)OC)/C1=C(C=CC=C1)CO/N=C(\C)/C1=CC(=CC=C1)C(F)(F)F